CN1N=C(C(=C1)C1=CC(=NC=C1)C)C1=CC=C(OCC2=NC3=CC=CC=C3C=C2)C=C1 2-{4-[1-methyl-4-(2-methyl-pyridin-4-yl)-1H-pyrazol-3-yl]-phenoxymethyl}-quinoline